3-carbamyl-1-methylpyridinium C(N)(=O)C=1C=[N+](C=CC1)C